FC1=C(C=CC=C1)N1C=NC(=C1)C=O 1-(2-fluorophenyl)-1H-imidazole-4-carbaldehyde